N'-((3-(1-methoxyethyl)-1,2,3,5,6,7-hexahydrOS-indacen-4-yl)carbamoyl)-6,7-dihydro-5H-pyrazolo[5,1-b][1,3]oxazine-3-sulfonimidamide COC(C)C1CCC2=CC=3CCCC3C(=C12)NC(=O)N=S(=O)(N)C=1C=NN2C1OCCC2